O=C1NC(CCC1N1C(C2=CC=CC=3C2=C(C1=O)C=C(C3)OCC(=O)OC(C)(C)C)=O)=O Tert-butyl 2-((2-(2,6-dioxopiperidin-3-yl)-1,3-dioxo-2,3-dihydro-1H-benzo[de]isoquinolin-5-yl)oxy)acetate